N-[(1R,3S)-3-{[6-chloro-2-(trifluoromethyl)quinolin-4-yl]amino}cyclohexyl]-3-(methoxymethyl)-1-methyl-1H-pyrazole-4-carboxamide ClC=1C=C2C(=CC(=NC2=CC1)C(F)(F)F)N[C@@H]1C[C@@H](CCC1)NC(=O)C=1C(=NN(C1)C)COC